OC1=C(C=CC(=C1)O)C=1N=C(SC1)NC(C(=O)N1CCOCC1)=O N-(4-(2,4-dihydroxyphenyl)thiazol-2-yl)-2-morpholinyl-2-oxoacetamide